6,7-Dimethoxy-N-(3-Methoxy-5-(1H-pyrazol-1-yl)phenyl)quinolin-4-amine COC=1C=C2C(=CC=NC2=CC1OC)NC1=CC(=CC(=C1)N1N=CC=C1)OC